Tin (II) Monoxide [Sn]=O